N1=CC(=CC=C1)C=1C=C(C=CC1)C1=CC(=CC=C1)N1NC(=CC(=N1)C=1C=C(C=CC1)C1=CC(=CC=C1)C=1C=NC=CC1)C=1C=C(C=CC1)C1=CC(=CC=C1)C=1C=NC=CC1 2,4,6-tris[3'-(pyridin-3-yl)biphenyl-3-yl]Triazine